The molecule is an organic heteropentacyclic compound resulting from the formal condensation of the 3-keto-aldehyde moiety of oxymetholone with hydrazine. Like oxymetholone, it is a synthetic anabolic steroid. It has both anabolic and androgenic properties, and has been used to treat hereditary angioedema and various vascular disorders. It has also been widely abused by professional athletes. It has a role as an androgen and an anabolic agent. It is a 17beta-hydroxy steroid, a tertiary alcohol, an anabolic androgenic steroid and an organic heteropentacyclic compound. It derives from an oxymetholone. C[C@]12CC[C@H]3[C@H]([C@@H]1CC[C@]2(C)O)CC[C@@H]4[C@@]3(CC5=C(C4)NN=C5)C